(2-bromo-6-fluorophenyl)bis(2,3,5,6-tetrafluoro-phenyl)borane BrC1=C(C(=CC=C1)F)B(C1=C(C(=CC(=C1F)F)F)F)C1=C(C(=CC(=C1F)F)F)F